FC=1C=C(C=CC1)[B-](C1=CC(=CC=C1)F)(C1=CC(=CC=C1)F)C1=CC(=CC=C1)F.C[NH3+] methylammonium tetrakis(3-fluorophenyl)borate